CCCNNCCCCC1C(NC(C2=C3C(=CC=C12)C=CC=C3)=O)=O [4-(3-propylhydrazino)-butyl]1H-benzisoquinoline-1,3-dione